FC=1C(=C(C#N)C(=CC1)O[C@@H]1[C@H](C1)C)C=1N(N=CC1I)C 3-fluoro-2-(4-iodo-2-methyl-pyrazol-3-yl)-6-[(1S,2S)-2-methylcyclopropoxy]benzonitrile